[I-].CN(C1=CC=C(/C=C/C2=CCN(C=C2)C)C=C1)C trans-4-[4-(dimethylamino)styryl]-1-methyl-pyridine iodide